methyl 2-(4-hydroxyphenyl)isonicotinate OC1=CC=C(C=C1)C=1C=C(C(=O)OC)C=CN1